NC1=C(C(=NN1[C@H](C(F)(F)F)C)C1=CC=C(C=C1)CNC(C1=C(C=CC(=C1)F)OC)=O)C(=O)N (S)-5-amino-3-(4-((5-fluoro-2-methoxybenzamido)methyl)phenyl)-1-(1,1,1-trifluoropropan-2-yl)-1H-pyrazole-4-carboxamid